rac-(1S*,2S*)-2-(3-chlorophenyl)-N-(6-(((8-cyano-6-cyclopropylimidazo[1,2-a]pyridin-2-yl)methyl)amino)pyrimidin-4-yl)cyclopropane-1-carboxamide ClC=1C=C(C=CC1)[C@@H]1[C@H](C1)C(=O)NC1=NC=NC(=C1)NCC=1N=C2N(C=C(C=C2C#N)C2CC2)C1 |r|